2-methyl-benzoyl benzoate C(C1=CC=CC=C1)(=O)OC(C1=C(C=CC=C1)C)=O